NC=1C(=NC(=C(N1)F)Br)C=1C=C2C=CNC(C2=C(C1)F)=O 6-(3-amino-6-bromo-5-fluoropyrazin-2-yl)-8-fluoroisoquinolin-1(2H)-one